2,6-dimethoxyphenyl-2-(6-ethoxypyridin-2-yl)-1H-imidazo[4,5-b]pyrazine COC1=C(C(=CC=C1)OC)N1C(=NC=2C1=NC=CN2)C2=NC(=CC=C2)OCC